ClC1=C(C=C(C=C1)OC(F)(F)F)[C@@H]1CC[C@H](CC1)OC=1N=NNC1C(=O)O 4-(((trans)-4-(2-chloro-5-(trifluoromethoxy)phenyl)cyclohexyl)oxy)-1H-1,2,3-triazole-5-carboxylic acid